2-[[4-[4-(3-bromo-4-fluoro-phenyl)-5-oxo-1,2,4-oxadiazol-3-yl]-1,2,5-oxadiazol-3-yl]amino]-N'-methylsulfonyl-acethydrazide BrC=1C=C(C=CC1F)N1C(=NOC1=O)C=1C(=NON1)NCC(=O)NNS(=O)(=O)C